2-(4-(6-bromo-8-fluoroquinolin-2-yl)bicyclo[2.2.2]octan-1-yl)propan-2-ol BrC=1C=C2C=CC(=NC2=C(C1)F)C12CCC(CC1)(CC2)C(C)(C)O